tert-butyl 2-(4-(7-bromobenzo[d]imidazo[2,1-b]thiazol-2-yl)-2,3-difluorophenyl)pyrrolidine-1-carboxylate BrC1=CC2=C(N3C(S2)=NC(=C3)C3=C(C(=C(C=C3)C3N(CCC3)C(=O)OC(C)(C)C)F)F)C=C1